2-(Phenanthren-9-yl)cyclobutane-1-carbonitrile C1=CC=CC=2C3=CC=CC=C3C(=CC12)C1C(CC1)C#N